ClC1=CNC2=C1C=CC=1C=C(S(NC12)(=O)=O)CCC 7-chloro-3-propyl-1,9-dihydropyrrolo[3,2-h][2,1]benzothiazine 2,2-dioxide